2-(7-azaindole-5-oxy)-4-bromobenzoic acid methyl ester COC(C1=C(C=C(C=C1)Br)OC=1C=C2C=CNC2=NC1)=O